tert-Butyl 4-(6-chloro-1-(2,6-diethylphenyl)-7-(2-fluorophenyl)-2-oxo-1,2-dihydropyrido[2,3-d]pyrimidin-4-yl)piperidine-1-carboxylate ClC1=CC2=C(N(C(N=C2C2CCN(CC2)C(=O)OC(C)(C)C)=O)C2=C(C=CC=C2CC)CC)N=C1C1=C(C=CC=C1)F